BrC1=C(C=C2C(=CC(=NC2=C1O[C@@H](C)C1=CC=CC=C1)OC[C@H](C)OC)N1[C@@H]2CN([C@H](C1)C2)C(=O)O)I (1S,4S)-5-{7-bromo-6-iodo-2-[(2S)-2-methoxypropoxy]-8-[(1S)-1-phenylethoxy]quinolin-4-yl}-2,5-diazabicyclo[2.2.1]heptane-2-carboxylic acid